C(#N)C(NC(=O)[C@@H]1[C@H]2C([C@H]2CN1C([C@H](C(C)(C)C)NC(C(F)(F)F)=O)=O)(C)C)C=1C=NN2C1N=CC=C2 (1R,2S,5S)-N-(cyano(pyrazolo[1,5-a]pyrimidin-3-yl)methyl)-3-((S)-3,3-dimethyl-2-(2,2,2-trifluoroacetamido)butanoyl)-6,6-dimethyl-3-azabicyclo[3.1.0]hexane-2-carboxamide